(R)-N-(5-fluoro-2-(methoxy-d3)-6-(trifluoromethyl)pyridin-3-yl)-6-(methoxy-d3)-6-(trifluoromethyl)-4,5,6,7-tetrahydro-1H-indole-3-sulfonamide FC=1C=C(C(=NC1C(F)(F)F)OC([2H])([2H])[2H])NS(=O)(=O)C1=CNC=2C[C@](CCC12)(C(F)(F)F)OC([2H])([2H])[2H]